BrC1=CC=C(C=C1)[C@@H]1[C@H]([C@@H](CCC1)C(NC1=C(C=C(C=C1)C(F)(F)F)F)=O)C(=O)O |r| rac-(1R,2S,6R)-2-(4-bromophenyl)-6-((2-fluoro-4-(trifluoromethyl)phenyl)carbamoyl)cyclohexane-1-carboxylic acid